2'-(difluoromethyl)-N-(6-(1,4-dimethyl-1H-1,2,3-triazol-5-yl)thiazolo[4,5-c]pyridin-2-yl)-5'-methoxy-6-methyl-[4,4'-bipyridin]-3-carboxamide FC(C1=NC=C(C(=C1)C1=C(C=NC(=C1)C)C(=O)NC=1SC2=C(C=NC(=C2)C2=C(N=NN2C)C)N1)OC)F